C1(=CC=CC=C1)[S+](C1=CC=C(C=C1)SC1=CC=CC=C1)C1=CC=CC=C1 diphenyl-(4-phenylthio-phenyl)-sulfonium